Cl.N[C@@H]1C(N(C2=C(OC1)C=CC(=C2)OCC#CC2(CCCCC2)O)C)=O (S)-3-amino-7-((3-(1-hydroxycyclohexyl)prop-2-yn-1-yl)oxy)-5-methyl-2,3-dihydrobenzo[b][1,4]oxazepin-4(5H)-one hydrochloride